N[C@@H](C(=O)O)C1=CC(=CC=C1)OC (R)-2-amino-2-(3-methoxyphenyl)acetic acid